3-(2-methoxypyridin-4-yl)-4-methylbicyclo[4.2.0]octa-1(6),2,4-trien COC1=NC=CC(=C1)C1=CC=2CCC2C=C1C